NC1C2CCC(C1)C2N 2,7-diaminobicyclo[2.2.1]heptane